O1C(COCC1)C(C)N 1-(1,4-dioxan-2-yl)ethan-1-amine